tertbutyl 3-(4-(2-(trifluoromethyl)phenyl)piperidine-1-carbonyl)-4,6,7,8-tetrahydropyrazolo[4,3-c]azepine-5(1H)-carboxylate FC(C1=C(C=CC=C1)C1CCN(CC1)C(=O)C1=NNC2=C1CN(CCC2)C(=O)OC(C)(C)C)(F)F